(7R)-N-(2-Cyclohexyl-4-(4-(trifluoromethyl)phenethyl)phenyl)-7,8-difluorooctanamid C1(CCCCC1)C1=C(C=CC(=C1)CCC1=CC=C(C=C1)C(F)(F)F)NC(CCCCC[C@H](CF)F)=O